phosphoran-1-oxide [PH3]=O